CC(CCC[C@@H](/C=C/[C@H]1[C@@H](C[C@H]2[C@@H]1C/C(=C/CCCC(=O)O)/O2)O)O)O The molecule is a prostaglandin I that consists of prostaglandin I1 carrying an additional hydroxy substituent at position 19. It has a role as a human xenobiotic metabolite. It is a prostaglandins I, a secondary allylic alcohol, a triol and a hydroxy monocarboxylic acid. It derives from a prostaglandin I2. It is a conjugate acid of a 19-hydroxyprostaglandin I2(1-).